BrC=1C(=C2C(=NC1)NC(=N2)C2=CC=C(C=C2)N2CCN(CC2)CC=2SC=CN2)NC2CCN(CC2)C 6-Bromo-N-(1-methylpiperidin-4-yl)-2-{4-[4-(1,3-thiazol-2-ylmethyl)piperazin-1-yl]phenyl}-3H-imidazo[4,5-b]pyridin-7-amine